(2r,3r,4s,5s)-3-benzyloxy-2-((benzyloxy)methyl)-5-ethynyl-4-methoxytetrahydrofuran C(C1=CC=CC=C1)O[C@@H]1[C@H](O[C@H]([C@@H]1OC)C#C)COCC1=CC=CC=C1